C(CCCC\C=C/C\C=C/C\C=C/CCCCC)(=O)N[C@@H](CC(C)C)C(=O)O N-γ-linolenoyl-leucine